2,3,5-trimethylpyrazine CC1=NC=C(N=C1C)C